CC=1C2=C(N=CN1)N(C=C2)[C@@H]2O[C@@H]([C@H]([C@H]2O)O)[C@@H]2OCCC1=C2SC(=C1)Cl (2R,3R,4S,5S)-2-(4-methylpyrrolo[2,3-d]pyrimidin-7-yl)-5-[(7S)-2-chloro-5,7-dihydro-4H-thieno[2,3-c]pyran-7-yl]tetrahydrofuran-3,4-diol